piperazinepropanoic acid N1(CCNCC1)CCC(=O)O